C(C)(C)(C)OC(=O)N1[C@H](CN(CC1)C1=C(C(=CC=C1[N+](=O)[O-])Cl)Br)CO (2R)-4-(2-bromo-3-chloro-6-nitrophenyl)-2-(hydroxymethyl)piperazine-1-carboxylic acid tert-butyl ester